C1=CC=CC=2C3=CC=CC=C3C(C12)COC(=O)N[C@H](C(=O)O)CC=1C=NC(=CC1)OC1CCN(CC1)C(=O)OC(C)(C)C (S)-2-((((9H-fluoren-9-yl)methoxy)carbonyl)amino)-3-(6-((1-(tert-butoxycarbonyl)piperidin-4-yl)oxy)pyridin-3-yl)propanoic acid